3-methylsulfonyl-cyclobutanol CS(=O)(=O)C1CC(C1)O